2-(4-pentynyloxy)tetrahydro-2H-pyran C(CCC#C)OC1OCCCC1